benzyl (2S)-2-(cyanomethyl)-4-[2-[[(2R,4R)-4-methoxy-1-methylpyrrolidin-2-yl]methoxy]-7-(8-methyl-1-naphthyl)-6,8-dihydro-5H-pyrido[3,4-d]pyrimidin-4-yl]piperazine-1-carboxylate C(#N)C[C@@H]1N(CCN(C1)C=1C2=C(N=C(N1)OC[C@@H]1N(C[C@@H](C1)OC)C)CN(CC2)C2=CC=CC1=CC=CC(=C21)C)C(=O)OCC2=CC=CC=C2